C(CCC)OC(=O)C1=CC2=C(C(N(C=C2Br)C)=O)N1S(=O)(=O)C1=CC=C(C)C=C1 4-bromo-6-methyl-7-oxo-1-p-toluenesulfonyl-6,7-dihydro-1H-pyrrolo[2,3-c]pyridine-2-carboxylic acid n-butyl ester